N-tetradecyl-2-acetyl-3-(4-methoxybenzyloxy)-pyridin-4-one C(CCCCCCCCCCCCC)N1C(=C(C(C=C1)=O)OCC1=CC=C(C=C1)OC)C(C)=O